[Br-].C(CCC)N1C2=CC=CC=C2C=2C=C(C=CC12)/C=C/C1=CC=C(S1)/C=C/C1=CC=[N+](C=C1)CCO 4-[(1E)-2-[5-[(1E)-2-(9-butyl-9H-carbazol-3-yl)vinyl]-2-thienyl]vinyl]-1-(2-hydroxyethyl)pyridinium bromide